COCCOC=1C=C(CC2NCCCCC2)C=CC1 2-(3-(2-methoxyethoxy)benzyl)azepane